ClC1=C(C2=C(C(N3[C@@H](CO2)CN(CC3)C(=O)OC(C)(C)C)=O)C(=N1)N1CCCC1)Cl tert-Butyl (R)-3,4-dichloro-12-oxo-1-(pyrrolidin-1-yl)-6a,7,9,10-tetrahydro-12H-pyrazino[2,1-c]pyrido[3,4-f][1,4]oxazepine-8(6H)-carboxylate